(S)-N-(3-(1-((2-ethyl-2H-pyrazolo[3,4-b]pyrazin-6-yl)amino)ethyl)phenyl)-2-(4-methylpyridin-2-yl)acetamide C(C)N1N=C2N=C(C=NC2=C1)N[C@@H](C)C=1C=C(C=CC1)NC(CC1=NC=CC(=C1)C)=O